NCC1=CC=C(N=N1)NC=1N=CC2=C(N1)N(C(C(=C2)C2=C(C=CC=C2Cl)Cl)=O)C 2-((6-(aminomethyl)pyridazin-3-yl)amino)-6-(2,6-dichlorophenyl)-8-methylpyrido[2,3-d]pyrimidin-7(8H)-one